ClC=1C(=C(C=C(C1)O)C1=CC=C2C(=NC(=NC2=C1F)OC[C@]12CCCN2C[C@@H](C1)F)N1CCN(C2(CC2)C1)C(C=C)=O)C1CC1 1-(7-(7-(3-chloro-2-cyclopropyl-5-hydroxyphenyl)-8-fluoro-2-(((2R,7aS)-2-fluorotetrahydro-1H-pyrrolizin-7a(5H)-yl)methoxy)quinazolin-4-yl)-4,7-diazaspiro[2.5]octan-4-yl)prop-2-en-1-one